3-(1H-imidazol-4-yl)-5-methoxypyridine N1C=NC(=C1)C=1C=NC=C(C1)OC